N1C(C=CC=C1)=S.[Cu] copper pyridinethione